Aluminium-Nickel-Lanthanum [La].[Ni].[Al]